C(C)(=O)C1=CN(C2=CC=C(C=C12)C=1CCN(CC1)C(C)=O)CC(=O)N1[C@@H](C[C@H](C1)F)C(=O)NC=1C(=C(C=CC1)C1=C(C=CC=C1)Cl)F (2S,4R)-1-(2-(3-acetyl-5-(1-acetyl-1,2,3,6-tetrahydropyridin-4-yl)-1H-indol-1-yl)acetyl)-N-(2'-chloro-2-fluorobiphenyl-3-yl)-4-fluoropyrrolidine-2-carboxamide